tert-Butyl 4-(((1-(4-chloro-3-(2,4-dioxotetrahydropyrimidin-1(2H)-yl)benzoyl)piperidin-4-yl)methoxy)methyl-d2)piperidine-1-carboxylate ClC1=C(C=C(C(=O)N2CCC(CC2)COC(C2CCN(CC2)C(=O)OC(C)(C)C)([2H])[2H])C=C1)N1C(NC(CC1)=O)=O